COC(C1=CC(=C(C=C1)C1=CN=C(S1)[C@@H]1CC[C@H](CC1)NC(=O)OC(C)C)S(NCC)(=O)=O)=O Trans-3-(ethylsulfamoyl)-4-[2-[4-(isopropoxycarbonylamino)cyclohexyl]thiazol-5-yl]benzoic acid methyl ester